CC1([C@@H](C1)C(=O)O)C (R)-2,2-dimethylcyclopropaneformic acid